ClC1=C(C=O)C(=CC=C1)OCC(=C)Cl 2-CHLORO-6-[(2-CHLOROPROP-2-EN-1-YL)OXY]BENZALDEHYDE